4-((4-(Benzyloxy)pyridin-3-yl)amino)-N-(4-(4-methylpiperazin-1-yl)phenyl)-2-oxo-1,2-dihydropyridine-3-carboxamide C(C1=CC=CC=C1)OC1=C(C=NC=C1)NC1=C(C(NC=C1)=O)C(=O)NC1=CC=C(C=C1)N1CCN(CC1)C